N,N-dimethylaminoacrylonitrile CN(C)/C=C\C#N